2-(3-chloro-4-tolyl)-2H-indazole ClC=1C=C(C=CC1N1N=C2C=CC=CC2=C1)C